OC1=C(C=CC(=C1)O)C=1N=C(SC1)NC(=O)C(=O)N(C)C N-(4-(2,4-dihydroxyphenyl)thiazol-2-yl)-N',N'-dimethyloxamide